(R)-2-(((2R,3S,4R,5R)-5-(6-amino-2-chloro-9H-purin-9-yl)-3,4-dihydroxytetrahydrofuran-2-yl)methoxy)-3-(2'-(methylsulfonamido)-[1,1'-biphenyl]-4-yl)-2-(thiazol-4-yl)propanoic acid NC1=C2N=CN(C2=NC(=N1)Cl)[C@H]1[C@@H]([C@@H]([C@H](O1)CO[C@](C(=O)O)(CC1=CC=C(C=C1)C1=C(C=CC=C1)NS(=O)(=O)C)C=1N=CSC1)O)O